The molecule is the anion resulting from the removal of the proton from the phosphate group of precursor Z. It is a conjugate base of a precursor Z. It is a conjugate acid of a precursor Z(2-). C1C2C(C(=O)C3C(O2)NC4=C(N3)C(=O)NC(=N4)N)OP(=O)(O1)[O-]